4-(4-chlorophenyl)-3-morpholinone ClC1=CC=C(C=C1)N1C(COCC1)=O